CC1(CCC2(OCCO2)CC1)NCC=CC(=O)NC1=CC=C(C(=O)N)C=C1 4-(4-((8-methyl-1,4-dioxaspiro[4.5]decan-8-yl)amino)but-2-enamido)benzamide